FC1(CN2CC[C@H]2C1)F (S)-3,3-Difluoro-1-azabicyclo[3.2.0]heptan